5-(4,4,5,5-tetramethyl-1,3,2-dioxaborolan-2-yl)oxazole CC1(OB(OC1(C)C)C1=CN=CO1)C